(S)-N-(1-(6,7-difluoro-1-oxo-1,2-dihydroisoquinolin-4-yl)ethyl)-6-fluoro-N-methylindolizine-2-carboxamide FC=1C=C2C(=CNC(C2=CC1F)=O)[C@H](C)N(C(=O)C=1C=C2C=CC(=CN2C1)F)C